O=C1NC(CCC1N1C(C2=CC(=C(C=C2C1=O)F)N1CCN(CC1)CC1CCN(CC1)C1=CC=C(C=C1)[C@@H]1[C@@H](COC2=CC(=CC=C12)O)C1=CC=CC=C1)=O)=O cis-2-(2,6-dioxopiperidin-3-yl)-5-fluoro-6-(4-((1-(4-(7-hydroxy-3-phenylchroman-4-yl)phenyl)piperidin-4-yl)methyl)piperazin-1-yl)isoindoline-1,3-dione